1-(1-((3,7-dimethyloct-6-en-1-yl)oxy)prop-1-en-2-yl)-4-methylbenzene CC(CCOC=C(C)C1=CC=C(C=C1)C)CCC=C(C)C